C12CN(CC(CC1)N2)C(=O)OCC=C allyl 3,8-diazabicyclo[3.2.1]octane-3-carboxylate